ClC1=C(C(=O)O\N=C(/C)\C2=CC=C(C=C2)F)C(=CC=C1)SC1=NC(=CC(=N1)OC)OC (E)-1-(4-fluorophenyl)ethan-1-one O-(2-chloro-6-((4,6-dimethoxypyrimidin-2-yl)thio)benzoyl) oxime